5-(4-(methylamino)benzylidene)pyrimidine-2,4,6(1H,3H,5H)-trione CNC1=CC=C(C=C2C(NC(NC2=O)=O)=O)C=C1